4-((2-cyanophenyl)thio)-6-(1-((1s,4s)-4-hydroxycyclohexyl)-5-methyl-1H-pyrazol-4-yl)pyrazolo[1,5-a]pyridine-3-carbonitrile C(#N)C1=C(C=CC=C1)SC=1C=2N(C=C(C1)C=1C=NN(C1C)C1CCC(CC1)O)N=CC2C#N